1-(4-bromo-2-chlorophenyl)-3-methyl-1H-pyrrole BrC1=CC(=C(C=C1)N1C=C(C=C1)C)Cl